(S)-2-(1-Cyclopropyl-2-hydroxy-2-methylpropyl)-7-(2-(6-methyl-[1,3]dioxolo[4,5-b]pyridin-7-yl)ethyl)isoindolin-1-one C1(CC1)[C@@H](C(C)(C)O)N1C(C2=C(C=CC=C2C1)CCC1=C2C(=NC=C1C)OCO2)=O